COC=1C=C(C=CC1)C(C)(C)C=1N=C(SC1)N 4-(2-(3-methoxyphenyl)propan-2-yl)thiazol-2-amine